rac-4-fluoro-2-(trans-2-hydroxycyclohexyl)-5-methyl-6-(4-(1H-pyrazol-1-yl)benzyl)isoindolin-1-one FC1=C2CN(C(C2=CC(=C1C)CC1=CC=C(C=C1)N1N=CC=C1)=O)[C@H]1[C@@H](CCCC1)O |r|